FC=1C=C(C=CC1F)C=1C=C2C(=NC1)N(CN2CC=2C=NC=CC2)C 6-(3,4-Difluorophenyl)-3-methyl-1-(3-pyridylmethyl)imidazo[4,5-b]pyridin